C(CC=C)NC(OC=1OC(=NN1)C1=C(C=CC=C1)N)=O (S)-1-(5-(2-aminophenyl)-1,3,4-oxadiazol-2-yl) but-3-enylcarbamate